COC1=C(C=C(C=C1)C)N1C(NCCC1=O)=O 3-(2-methoxy-5-methylphenyl)-1,3-diazinane-2,4-dione